C(CN1C(=NC2=C1C(=CC(=C2OC)C(N)=O)F)C2=C(C(=O)O)C=C(C=C2F)F)N2C(=NC1=C2C(=CC(=C1OC)C(N)=O)F)C1=C(C(=O)O)C=C(C=C1F)F 2'-(Ethane-1,2-diylbis(5-carbamoyl-7-fluoro-4-methoxy-1H-benzo[d]imidazole-1,2-diyl))bis(3,5-difluorobenzoic acid)